2-[2-Methyl-6-(propan-2-ylamino)-pyridin-3-yl]-N-[(3S)-2-oxo-5-phenyl-1,3-dihydro-1,4-benzodi-azepin-3-yl]pyrazolo-[1,5-a]pyrimidine-3-carboxamide CC1=NC(=CC=C1C1=NN2C(N=CC=C2)=C1C(=O)N[C@@H]1C(NC2=C(C(=N1)C1=CC=CC=C1)C=CC=C2)=O)NC(C)C